2-(butylsulphonamido)-N-(4-cyanobicyclo[2.2.2]oct-1-yl)-5-(trifluoromethyl)benzamide C(CCC)S(=O)(=O)NC1=C(C(=O)NC23CCC(CC2)(CC3)C#N)C=C(C=C1)C(F)(F)F